(S)-4-(((S)-2-fluoro-3-methoxypropyl)(4-(5,6,7,8-tetrahydro-1,8-naphthyridin-2-yl)butyl)amino)-2-((6-methyl-2-(pyridin-4-yl)pyrimidin-4-yl)amino)butanoic acid F[C@@H](CN(CC[C@@H](C(=O)O)NC1=NC(=NC(=C1)C)C1=CC=NC=C1)CCCCC1=NC=2NCCCC2C=C1)COC